6-(3-iodo-4-methyl-pyrazol-1-yl)-3,4-dihydro-1H-isoquinoline-2-carboxylic acid tert-butyl ester C(C)(C)(C)OC(=O)N1CC2=CC=C(C=C2CC1)N1N=C(C(=C1)C)I